C(C)(C)C1=C2C=C(N=CC2=C(C=C1)N1[C@@H]([C@H](C1)CS(=O)(=O)C)C)NC1=NC(=NC=C1)C1=C2N(N=C1)C(CC2)C(F)(F)F 5-isopropyl-8-((2R,3S)-2-methyl-3-((methylsulfonyl)methyl)azetidin-1-yl)-N-(2-(6-(triFluoromethyl)-5,6-dihydro-4H-pyrrolo[1,2-b]pyrazol-3-yl)pyrimidin-4-yl)isoquinolin-3-amine